(R)-4-(2-(1H-indol-4-yl)-6-(1-methyl-1H-pyrazol-5-yl)quinazolin-4-yl)-3-methylmorpholine N1C=CC2=C(C=CC=C12)C1=NC2=CC=C(C=C2C(=N1)N1[C@@H](COCC1)C)C1=CC=NN1C